OCCCCN(C(=O)C1=C(C2=C(S1)C=CC(=C2)C2=CN(C(C=C2)=O)C)C)CC2=NC=CC=C2 N-(4-hydroxybutyl)-3-methyl-5-(1-methyl-6-oxo-1,6-dihydropyridin-3-yl)-N-(pyridin-2-ylmethyl)benzo[b]thiophene-2-carboxamide